FC(C1=CC(=CC=N1)C=O)(F)F 6-(trifluoromethyl)pyridine-4-carbaldehyde